tert-butyl 2-(2-tert-butyl-3-methoxyphenyl)-2-(3-(5-(5,6,7,8-tetrahydro-1,8-naphthyridin-2-yl)pentyloxy)azetidin-1-yl)acetate C(C)(C)(C)C1=C(C=CC=C1OC)C(C(=O)OC(C)(C)C)N1CC(C1)OCCCCCC1=NC=2NCCCC2C=C1